4-benzyloxy-2-bromo-6-methyl-pyridine C(C1=CC=CC=C1)OC1=CC(=NC(=C1)C)Br